ClC1=C(C=C(C=C1)C(CNCC(C)(C)O)C1=CC=CC=C1)C=1C(=CC=C(C1F)OCCOC)C(=O)O 2'-chloro-6-fluoro-5'-(2-((2-hydroxy-2-methylpropyl)amino)-1-phenylethyl)-5-(2-methoxyethoxy)-[1,1'-biphenyl]-2-carboxylic acid